(3S)-3-((tert-butoxycarbonyl)amino)-2-hydroxy-6-(3-((2,2,4,6,7-pentamethyl-2,3-dihydrobenzofuran-5-yl)sulfonyl)guanidino)hexanoic acid C(C)(C)(C)OC(=O)N[C@H](C(C(=O)O)O)CCCNC(=N)NS(=O)(=O)C=1C(=C(C2=C(CC(O2)(C)C)C1C)C)C